ClC=1C=C(C=CC1C(F)(F)F)C1(CC1)C#N (3-chloro-4-(trifluoromethyl)phenyl)cyclopropane-1-carbonitrile